methyl (1R*,3S*)-3-(aminomethyl)-2,2-difluorocyclopropane-1-carboxylate hydrochloride Cl.NC[C@H]1C([C@H]1C(=O)OC)(F)F |o1:3,5|